ClC1=C(C=C(C(=C1)F)C1=NC=NC2=CC(=CC=C12)N1CCOCC1)C(O)C=1C=2N(C=CN1)C=CC2 [2-Chloro-4-fluoro-5-(7-morpholin-4-yl-quinazolin-4-yl)-phenyl]pyrrolo[1,2-a]-pyrazin-1-ylmethanol